C1(CC1)C1=CC(=C(C=C1F)NC1=CC(=NC=C1C(=O)NOCC)NC1=NC(=NC=C1)C)N(S(=O)(=O)C)C 4-((4-Cyclopropyl-5-fluoro-2-(N-methylmethanesulfonamido)phenyl)amino)-N-ethoxy-6-((2-methylpyrimidine-4-yl)amino)nicotinamide